C(C=C)(=O)OCC1CCC(CC1)CO (4-hydroxymethyl cyclohexyl)methyl acrylate